N[C@@](C=O)(O)[C@@H](O)[C@@H](O)[C@H](O)CO 2-Aminogalactose